N[C@H](COC1=CC(=C(C=C1F)C1=CC(=NC=C1)NC(C)=O)F)CC(C)C (S)-N-(4-(4-((2-amino-4-methylpentyl)oxy)-2,5-difluorophenyl)pyridin-2-yl)acetamide